C(C)(C)(C)C=1C=C(C=CC1)C1=CC(=CC(=C1)C(COC)[N+](=O)[O-])C(COC)N 1-(3'-(tert-butyl)-5-(2-methoxy-1-nitroethyl)-[1,1'-biphenyl]-3-yl)-2-methoxyethan-1-amine